2-(Pyridin-2-yl)-5-(pyrrolidin-1-yl)-4,5,6,7-tetrahydro-2H-indazol-3-ol N1=C(C=CC=C1)N1N=C2CCC(CC2=C1O)N1CCCC1